C(C)(=O)[C@@]1([C@@](O[C@@H]([C@H]1O)CO)(N1C(=O)NC(=O)C=C1)N1CCNCC1)O acetyl-piperazinouridine